8-chloro-2'-deoxyadenosine-5'-triphosphate P(O)(=O)(OP(=O)(O)OP(=O)(O)O)OC[C@@H]1[C@H](C[C@@H](O1)N1C(=NC=2C(N)=NC=NC12)Cl)O